bis(trifluoromethylsulfonamide) lithium salt [Li].FC(F)(F)S(=O)(=O)N.FC(F)(F)S(=O)(=O)N